CC=1NC(C2=C(N1)N=C(S2)SC)=O 5-methyl-2-(methylsulfanyl)[1,3]thiazolo[4,5-d]pyrimidin-7(6H)-one